ClC=1C=NC(=C2C(C=C(N(C12)C1=C(C=CC=C1Cl)Cl)CO)=O)C[C@H](CO)O (R)-8-chloro-1-(2,6-dichlorophenyl)-5-(2,3-dihydroxypropyl)-2-(hydroxymethyl)-1,6-naphthyridin-4(1H)-one